OCCOC1CC(C1)C(=O)OC methyl 3-(2-hydroxyethoxy)cyclobutanecarboxylate